4-Bromo-1,3,3,5-tetramethylindolin-2-one BrC1=C2C(C(N(C2=CC=C1C)C)=O)(C)C